R-propenylalanine C(=CC)N[C@H](C)C(=O)O